2-(3-chlorophenyl)-1-phenylethyl (4-methyl-1-oxo-1-((1-oxo-3-(2-oxopyrrolidin-3-yl)propan-2-yl)amino)pentan-2-yl)carbamate CC(CC(C(NC(C=O)CC1C(NCC1)=O)=O)NC(OC(CC1=CC(=CC=C1)Cl)C1=CC=CC=C1)=O)C